OCC(C)NC(=O)C1=CC2=CC=CC(=C2C=C1)OCC1=CC=C(C=C1)C(F)(F)F N-(1-hydroxypropan-2-yl)-5-((4-(trifluoromethyl)benzyl)oxy)-2-naphthamide